(4-methoxyphenyl)methyl 2-[1-[(4-methoxyphenyl)methoxy]cyclopropyl]acetate COC1=CC=C(C=C1)COC1(CC1)CC(=O)OCC1=CC=C(C=C1)OC